2-(6-{5-chloro-2-[(oxan-4-yl)amino]pyrimidin-4-yl}-1-oxo-2,3-dihydro-1H-isoindol-2-yl)-N-[1-(2,4-dimethylphenyl)-2-hydroxyethyl]acetamide ClC=1C(=NC(=NC1)NC1CCOCC1)C1=CC=C2CN(C(C2=C1)=O)CC(=O)NC(CO)C1=C(C=C(C=C1)C)C